BrC1=NC=C(C=N1)C(C)=O 1-(2-bromopyrimidin-5-yl)ethan-1-one